N-benzyl-2-(((5Z,8Z,11Z,14Z,17Z)-icosa-5,8,11,14,17-pentaen-1-yl)oxy)butanamide C(C1=CC=CC=C1)NC(C(CC)OCCCC\C=C/C\C=C/C\C=C/C\C=C/C\C=C/CC)=O